(S)-N-((S)-1-((4,4-difluorocyclobutyl)formyl)-2,3-dihydro-1H-inden-1-yl)-1-(4-cyanopyridin-2-yl)-N-(3-chlorophenyl)-5-oxopyrrolidine-2-carboxamide FC1(CCC1C(=O)[C@@]1(CCC2=CC=CC=C12)N(C(=O)[C@H]1N(C(CC1)=O)C1=NC=CC(=C1)C#N)C1=CC(=CC=C1)Cl)F